N1=CN=C(C2=C1NC=C2)N[C@@H]2CC[C@@H](N(C2)C(C=C)=O)C 1-((2S,5R)-5-((7H-pyrrolo[2,3-d]pyrimidin-4-yl)amino)-2-methylpiperidine-1-yl)prop-2-en-1-one